FC=1C=C(C=CC1F)C(CC(=O)O)NC(=O)NC12CC(C1)(C2)C2=CC=NC=C2 3-(3,4-difluorophenyl)-3-(3-(3-(pyridin-4-yl)bicyclo[1.1.1]pentan-1-yl)ureido)propanoic acid